(S)-2-(6-(3-fluoropyrrolidin-1-yl)pyridin-3-yl)-6,7-dihydrothiazolo[5,4-c]pyridin-4(5H)-one F[C@@H]1CN(CC1)C1=CC=C(C=N1)C=1SC=2C(NCCC2N1)=O